(E)-N-(2-amino-4-fluorophenyl)-6-(4-(6-(3,5-bis(trifluoromethyl)benzylidene)-5-oxo-5,6,7,8-tetrahydronaphthalene-2-carbonyl)piperazin-1-yl)-6-oxo-hexanamide NC1=C(C=CC(=C1)F)NC(CCCCC(=O)N1CCN(CC1)C(=O)C1=CC=2CC\C(\C(C2C=C1)=O)=C/C1=CC(=CC(=C1)C(F)(F)F)C(F)(F)F)=O